1-ethylhexyl 9-[3-[[2,6-bis[3-[bis[9-(1-ethylhexoxy)-9-oxo-nonyl]amino]propylcarbamoyl] pyridine-4-carbonyl]amino]propyl-[9-(1-ethylhexoxy)-9-oxo-nonyl]amino]nonanoate C(C)C(CCCCC)OC(CCCCCCCCN(CCCNC(=O)C1=NC(=CC(=C1)C(=O)NCCCN(CCCCCCCCC(=O)OC(CCCCC)CC)CCCCCCCCC(=O)OC(CCCCC)CC)C(NCCCN(CCCCCCCCC(OC(CCCCC)CC)=O)CCCCCCCCC(OC(CCCCC)CC)=O)=O)CCCCCCCCC(OC(CCCCC)CC)=O)=O